[(1R,2R,3S,4R)-2,3-dihydroxy-4-{[5-(5-phenyl-2-furoyl)pyrimidin-4-yl]amino}cyclopentyl]methyl sulfamate S(N)(OC[C@@H]1[C@H]([C@H]([C@@H](C1)NC1=NC=NC=C1C(=O)C=1OC(=CC1)C1=CC=CC=C1)O)O)(=O)=O